4-((R)-3-methylmorpholino)thiophene C[C@@H]1COCCN1C=1C=CSC1